4-(3-amino-3-methylbutyl)cyclohexane-1-carboxylate NC(CCC1CCC(CC1)C(=O)[O-])(C)C